BrC=1C=C(C(=NC1)F)C1(C(COCC1)C)O 4-(5-bromo-2-fluoropyridin-3-yl)-3-methyloxane-4-ol